C1(=NC=CC2=CC=CC=C12)C(C)(C)NC([C@@H](C)[C@H]1N(CCC1)C)=O (S)-N-(2-(isoquinolin-1-yl)propan-2-yl)-2-((S)-1-methylpyrrolidin-2-yl)propanamide